N(=[N+]=[N-])C1(C(NC2=C(O1)C=CC(=C2)Cl)=O)CC2=CC=CC=C2 2-azido-2-benzyl-6-chloro-2H-benzo[b][1,4]oxazin-3(4H)-one